FC(C)(S(=O)(=O)C1=CC(=CC=C1)F)C1CCN(CC1)C(=O)NC1=CC(=NC=C1)F 4-(1-fluoro-1-((3-fluorophenyl)sulfonyl)ethyl)-N-(2-fluoro-pyridin-4-yl)piperidine-1-carboxamide